2-[6-[(E)-2-(aminomethyl)-3-fluoro-allyloxy]-1-oxo-3,4-dihydroisoquinolin-2-yl]-N-(3,3-difluorocyclobutyl)-acetamide hydrochloride Cl.NC/C(/COC=1C=C2CCN(C(C2=CC1)=O)CC(=O)NC1CC(C1)(F)F)=C\F